C(C)S(=O)(=O)C1=CC=C(C=C1)[C@H](CO)NC(=O)C=1N=COC1 N-((R)-1-(4-(ethylsulfonyl)phenyl)-2-hydroxyethyl)oxazole-4-carboxamide